C(C)(C)(C)OC(N(C(=O)OC(C)(C)C)C1=C(C=2N(C(=N1)SC)C=CN2)Br)=O (8-bromo-5-(methylthio)imidazo[1,2-c]pyrimidin-7-yl)(t-butoxycarbonyl)carbamic acid tert-butyl ester